ClC=1C=C(C(=C(C1)C1=NC=NN2C1=CC(=C2)CN2C(CN(CC2=O)C)=O)CC2CNC[C@@H](O2)C)C 1-((4-(5-chloro-3-methyl-2-(((6S)-6-methylmorpholin-2-yl)methyl)phenyl)pyrrolo[2,1-f][1,2,4]triazin-6-yl)methyl)-4-methylpiperazine-2,6-dione